4-methyl-2-quinolyl ether CC1=CC(=NC2=CC=CC=C12)OC1=NC2=CC=CC=C2C(=C1)C